4-(4-methylquinolin-2-yl)-5-phenylpentanenitrile CC1=CC(=NC2=CC=CC=C12)C(CCC#N)CC1=CC=CC=C1